(1-methyl-1H-pyrazol-4-yl)-1,2,3,4-tetrahydroquinoline CN1N=CC(=C1)N1CCCC2=CC=CC=C12